1-(7-ethoxybenzofuran-2-yl)ethan-1-one C(C)OC1=CC=CC=2C=C(OC21)C(C)=O